(3R)-7-((S)-4-acryloyl-2-methylpiperazin-1-yl)-9-chloro-10-(2,4-difluorophenyl)-3-(((1-ethylazetidin-3-yl)oxy)methyl)-2,3-dihydro-5H-[1,4]thiazino[2,3,4-ij]quinazolin-5-one C(C=C)(=O)N1C[C@@H](N(CC1)C1=NC(N2C3=C(C(=C(C=C13)Cl)C1=C(C=C(C=C1)F)F)SC[C@H]2COC2CN(C2)CC)=O)C